CN(C)C(P(O)(=O)O)P(O)(=O)O N,N-dimethylaminomethanediphosphonic acid